3-cyanocyclobutane-1-carboxylic acid C(#N)C1CC(C1)C(=O)O